C(CCC)OC1=C2N=CN(C2=NC(=N1)Cl)[C@H]1[C@H]([C@@H]([C@H](O1)CO)O)F (2R,3R,4S,5R)-5-(6-butoxy-2-chloro-9H-purin-9-yl)-4-fluoro-2-(hydroxymethyl)tetrahydrofuran-3-ol